1-[(1S,3R)-5-bromo-3-[[tert-butyl(dimethyl)silyl]oxymethyl]-1-methyl-3,4-dihydro-1H-isoquinolin-2-yl]-2-(3,5-dichloro-1-methyl-indazol-4-yl)ethanone BrC1=C2C[C@@H](N([C@H](C2=CC=C1)C)C(CC1=C2C(=NN(C2=CC=C1Cl)C)Cl)=O)CO[Si](C)(C)C(C)(C)C